OC=1C=C(C(=O)N([C@H]2CN(CCC2)C(=O)OC(C)(C)C)C2=NC=CC3=C2C=C(S3)C#CCCCO)C=CC1C=1C=NN(C1)C tert-butyl (3R)-3-[[3-hydroxy-4-(1-methylpyrazol-4-yl)benzoyl]-[2-(5-hydroxypent-1-ynyl)thieno[3,2-c]pyridin-4-yl]amino]piperidine-1-carboxylate